1-[2-[4-(2-chlorophenyl)-2-oxo-chromen-7-yl]oxypropionyl]piperidine-3-carbonitrile ClC1=C(C=CC=C1)C1=CC(OC2=CC(=CC=C12)OC(C(=O)N1CC(CCC1)C#N)C)=O